ClC1=CC=C2C(=N1)CN(C2=O)CC2=CC=C(C=C2)OC 2-chloro-6-[(4-methoxyphenyl)methyl]-7H-pyrrolo[3,4-b]pyridin-5-one